C(C)OC(/C(=C/C(=O)C1=CC(=C(C=C1)C#N)F)/O)=O (Z)-4-(4-cyano-3-fluorophenyl)-2-hydroxy-4-oxo-2-butenoic acid ethyl ester